NC(C(=O)O)(C)C Alpha-Aminoisobutyric Acid